(R)-7-(pyridin-2-yl)-4,5,6,7-tetrahydropyrazolo[1,5-a]pyrimidine-3-carbonitrile N1=C(C=CC=C1)[C@H]1CCNC=2N1N=CC2C#N